C(=O)[O-].C(C)[P+](CC)(CC)CC Tetraethyl-phosphonium formate